C(C1=CC=CC=C1)C=1C(=NC=C(C1)F)C(=O)N[C@H](C(=O)NC1=CC=C(C=C1)S(NC(C)(C)C)(=O)=O)CC1CCNCC1 benzyl-(S)-N-(1-((4-(N-(tert-butyl)sulfamoyl)phenyl)amino)-1-oxo-3-(piperidin-4-yl)propan-2-yl)-5-fluoropicolinamide